C(C1=CC=CC=C1)[C@@H]1N(CC1)C=1NC(C=C(N1)N1CCOCC1)=O 2-[(2S)-2-benzylazetidin-1-yl]-4-morpholino-1H-pyrimidin-6-one